C[C@@H]1OC2=CN=CC(C3=NN(C=4C=CC(O[C@@H](CCOC1)C)=CC34)C3OCCCC3)=C2 (8S,13R)-8,13-dimethyl-19-(oxan-2-yl)-7,10,14-trioxa-4,19,20-triazatetracyclo[13.5.2.12,6.018,21]tricosa-1(20),2(23),3,5,15(22),16,18(21)-heptaene